NCCN1C(=NC2=C1C=C1C(=C2F)CC(C1)CN1CCC2(CN(C(O2)=O)C2=NC3=C(OCC(N3)=O)N=C2)CC1)C 6-[8-[[3-(2-aminoethyl)-8-fluoro-2-methyl-6,7-dihydro-5H-cyclopenta[f]benzimidazol-6-yl]methyl]-2-oxo-1-oxa-3,8-diazaspiro[4.5]decan-3-yl]-4H-pyrazino[2,3-b][1,4]oxazin-3-one